4-[(tert-butyl)bis(methyl)siloxy]-5-({2-[(tert-butyl)bis(methyl)siloxy]-7-(1-octylnonylcarbonyloxy)heptyl}{4-[(tert-butyl)(methyl)(oxycarbonylamino)] butyl} amino)pentyl dodecanoate C(CCCCCCCCCCC)(=O)OCCCC(CN(CCCCN(C(=O)OC)C(C)(C)C)CC(CCCCCOC(=O)C(CCCCCCCC)CCCCCCCC)O[Si](C)(C)C(C)(C)C)O[Si](C)(C)C(C)(C)C